ClC=1C(=CC=2N=CN=C(C2N1)C=1C(=NN(C1)CC1CC1)C1=CC=CC=C1)OC 6-chloro-4-(1-(cyclopropylmethyl)-3-phenyl-1H-pyrazol-4-yl)-7-methoxypyrido[3,2-d]pyrimidine